C1=NN=C2C=CC3=CC4=CCC(CC4=CC3=C21)=O pyrazoloanthrone